N-[3-Fluoro-4-[(6-methoxy-7-prop-1-en-2-yl-1,5-naphthyridin-4-yl)oxy]phenyl]-5-(4-fluorophenyl)-4-hydroxy-6-methylpyridine-3-carboxamide FC=1C=C(C=CC1OC1=CC=NC2=CC(=C(N=C12)OC)C(=C)C)NC(=O)C=1C=NC(=C(C1O)C1=CC=C(C=C1)F)C